N-ethyl-2-(4-((1R,2S)-6-methoxy-2-phenyl-1,2,3,4-tetrahydronaphthalen-1-yl)phenyl)ethan-1-amine C(C)NCCC1=CC=C(C=C1)[C@H]1[C@H](CCC2=CC(=CC=C12)OC)C1=CC=CC=C1